1-Allyl-α-D-ribofuranose C(C=C)[C@@]1(O)[C@H](O)[C@H](O)[C@H](O1)CO